CNCC1COC1 N-methyl-1-(oxetan-3-yl)methylamine